N-((R)-1-(3-(5-Formylthiophen-2-yl)phenyl)ethyl)-2-methyl-5-((1-(tetrahydro-2H-pyran-2-yl)-1H-pyrazol-4-yl)amino)benzamide C(=O)C1=CC=C(S1)C=1C=C(C=CC1)[C@@H](C)NC(C1=C(C=CC(=C1)NC=1C=NN(C1)C1OCCCC1)C)=O